tert-Butyl 7-bromo-3,4-dihydropyrazino[1,2-a]indole-2(1H)-carboxylate BrC=1C=CC=2C=C3N(C2C1)CCN(C3)C(=O)OC(C)(C)C